C1(CCCC1)P(C1=CC=CC=C1)C1=CC=CC=C1 cyclopentyl-(diphenyl)phosphane